FC1=CC(=C(C=C1)\C=N/CC(C)C)C (Z)-1-(4-fluoro-2-methyl-phenyl)-N-isobutyl-methanimine